3-hydroxy-3-(trifluoromethyl)azetidine OC1(CNC1)C(F)(F)F